sulphur disulphide S(=S)=S